N-(2-ethylbutylidene)propylamine C(C)C(C=NCCC)CC